5-Fluoro-1-(3'-methyl-[1,1'-biphenyl]-4-yl)-1H-indazol-6-ol FC=1C=C2C=NN(C2=CC1O)C1=CC=C(C=C1)C1=CC(=CC=C1)C